ClC1=C(C(=CC=C1)C)N1N=CC2=C1COC[C@H]2NC(=O)C2=NC=C(C(=C2)C)C (S)-N-(1-(2-chloro-6-methylphenyl)-1,4,5,7-tetrahydropyrano[3,4-c]pyrazol-4-yl)-4,5-dimethylpyridinecarboxamide